2,6-bis(4'-diethylamino-benzylidene)cyclohexanone C(C)N(C1=CC=C(C=C2C(C(CCC2)=CC2=CC=C(C=C2)N(CC)CC)=O)C=C1)CC